C(C#CC)(=O)N[C@@H]1C=C(CCC1)C1=C2C3=C(NC2=C(C=C1F)C(=O)N)CCC3 8-[(3S)-3-(but-2-ynoylamino)cyclohexen-1-yl]-7-fluoro-1,2,3,4-tetrahydrocyclopenta[b]indole-5-carboxamide